C(\C=C/C(=O)O)(=O)O.ClC=1C=C(NC2=C(C=NC3=CC(=C(C=C23)NC(C=CCN(C)C)=O)OCC)C#N)C=CC1OCC1=NC=CC=C1 N-{4-[3-chloro-4-(2-pyridylmethoxy)anilino]-3-cyano-7-ethoxy-6-quinolinyl}-4-(dimethylamino)-2-butenamide maleate